((1R,3s,5S)-8-azabicyclo[3.2.1]oct-3-yl)-4-(2-(1,6-dimethyl-1H-pyrazolo[3,4-d]pyrimidin-3-yl)cyclopropyl)-N-methylbenzamide [C@H]12CC(C[C@H](CC1)N2)C2=C(C(=O)NC)C=CC(=C2)C2C(C2)C2=NN(C1=NC(=NC=C12)C)C